C(#N)C=1C=C2C=NN(C2=CC1)CC12CC(C1)(C2)C(=O)O 3-((5-cyano-1H-indazol-1-yl)methyl)bicyclo[1.1.1]pentane-1-carboxylic acid